2-(benzotriazol-2-yl)-4,6-bis(2-phenylpropan-2-yl)phenol N=1N(N=C2C1C=CC=C2)C2=C(C(=CC(=C2)C(C)(C)C2=CC=CC=C2)C(C)(C)C2=CC=CC=C2)O